(((1'r,2'r)-5'-methyl-4-pentyl-2'-(prop-1-en-2-yl)-1',2',3',4'-tetrahydro-[1,1'-biphenyl]-2,6-diyl)bis(oxy))bis(t-butyldimethylsilane) CC=1CC[C@H]([C@@H](C1)C1=C(C=C(C=C1O[Si](C)(C)C(C)(C)C)CCCCC)O[Si](C)(C)C(C)(C)C)C(=C)C